BrC=1N(N=C2C1N=CN(C2=O)CC2(CCN(CC2)C(=O)OCC2=CC=CC=C2)O)C benzyl 4-((3-bromo-2-methyl-7-oxo-2H-pyrazolo[4,3-d]pyrimidin-6(7H)-yl) methyl)-4-hydroxypiperidine-1-carboxylate